N-({5-[5-(difluoromethyl)-1,3,4-oxadiazol-2-yl]-1,3-thiazol-2-yl}methyl)-2-[(2S)-2-methylmorpholin-4-yl]-N-(pyridin-3-yl)ethane-1-sulfonamide FC(C1=NN=C(O1)C1=CN=C(S1)CN(S(=O)(=O)CCN1C[C@@H](OCC1)C)C=1C=NC=CC1)F